C(C)C1=C(C=CC=C1C1=NN(C(C2=CC=CC=C12)=O)C1=C(C=CC=C1)F)S(=O)(=O)N ethyl-3-(3-(2-fluorophenyl)-4-oxo-3,4-dihydro-phthalazin-1-yl)benzenesulfonamide